CC(=O)N[C@@H]1[C@H](C[C@@](O[C@H]1[C@@H]([C@@H](CO)O)O)(C(=O)O)OC[C@@H]2[C@@H]([C@@H]([C@H](C(O2)O)NC(=O)C)O)O)O The molecule is an amino disaccharide composed of N-acetylneuraminic acid and 2-(acetylamino)-2-deoxy-D-galactopyranose residues joined by an (alpha-2->6) glycosidic bond. It is a member of neuraminic acids, an amino disaccharide, a monocarboxylic acid and a member of acetamides.